2-(4-(((5-(3-chloro-4-fluorophenyl)-1,3,4-thiadiazol-2-yl)methyl)thio)-2-methylphenoxy)propanic acid ClC=1C=C(C=CC1F)C1=NN=C(S1)CSC1=CC(=C(OC(C(=O)O)C)C=C1)C